2-(2-((tert-butyldimethylsilyl)oxy)-2-methylpropyl)nicotinic acid [Si](C)(C)(C(C)(C)C)OC(CC1=C(C(=O)O)C=CC=N1)(C)C